C(C)(C)OCCC1=CC=CC=C1 isopropoxyethylbenzene